CC1=CC=C2NC=C(CCN(C(C)C)C)C2=C1 5,N-Dimethyl-N-isopropyltryptamine